(2S)-1-(3-(methylsulfonyl)phenoxy)-3-(8-(naphthalen-2-ylsulfonyl)-1-oxa-8-azaspiro[4.5]decan-3-ylamino)propan-2-ol CS(=O)(=O)C=1C=C(OC[C@H](CNC2COC3(C2)CCN(CC3)S(=O)(=O)C3=CC2=CC=CC=C2C=C3)O)C=CC1